COC1=CC=C(CN(C=2C=3N(C(=C(N2)C=2C=C(C#N)C=CC2)C=C)N=C(N3)CC3=NC=CC=C3)CC3=CC=C(C=C3)OC)C=C1 3-(8-(bis(4-methoxybenzyl)amino)-2-(pyridin-2-ylmethyl)-5-vinyl-[1,2,4]triazolo[1,5-a]pyrazin-6-yl)benzonitrile